3-(4-fluoro-2-phenyl-1H-indol-3-yl)-N-[(3S-4R)-4-hydroxy-2-oxo-pyrrolidin-3-yl]propanamide FC1=C2C(=C(NC2=CC=C1)C1=CC=CC=C1)CCC(=O)N[C@@H]1C(NC[C@H]1O)=O